C1=CC=CC=2C3=CC=CC=C3C(C12)COC(=O)N[C@H](C(=O)[O-])C[C@H](C=C)C (2S,4R)-2-({[(9H-fluoren-9-yl) methoxy] carbonyl} amino)-4-methylhexan-5-enoate